1-methyl-3-(4-vinylbenzyl)imidazolium hexafluorophosphate F[P-](F)(F)(F)(F)F.CN1C=[N+](C=C1)CC1=CC=C(C=C1)C=C